FC1CN(CCC1)C1=C(C=C2C(=N1)N=C(S2)N2CCOCC2)NC(=O)C=2OC(=CC2)C2=CC(=NC=C2)C N-(5-(3-fluoropiperidin-1-yl)-2-morpholinothiazolo[4,5-b]pyridin-6-yl)-5-(2-methylpyridin-4-yl)furan-2-carboxamide